C1(=CC(=CC=C1)[C@H]1C[C@H](N(C1)C(=O)OC(C)(C)C)C(=O)OC)C 1-(tert-butyl) 2-methyl (2S,4R)-4-(m-tolyl)pyrrolidine-1,2-dicarboxylate